4-(4-((1R,5S)-3,8-diazabicyclo[3.2.1]octan-3-yl)-2-(3-(dimethylamino)-3-methylazetidin-1-yl)-8-fluoroquinazolin-7-yl)naphthalen-2-ol [C@H]12CN(C[C@H](CC1)N2)C2=NC(=NC1=C(C(=CC=C21)C2=CC(=CC1=CC=CC=C21)O)F)N2CC(C2)(C)N(C)C